N(=C=O)C1(C(C(=CC=C1)N=C=O)C)C 1,3-diisocyanato-o-xylene